C1CC12CN(CCC2)C2CCC2 (1S,3S)-3-(5-azaspiro[2.5]oct-5-yl)cyclobutane